C12(CC(C1)C2)N2C(C(N(C=C2)CC=2N=NC(=CC2)C2=C(C=CC=C2)F)=O)=O 1-(bicyclo[1.1.1]pentan-1-yl)-4-((6-(2-fluorophenyl)pyridazin-3-yl)methyl)-1,4-dihydropyrazine-2,3-dione